CC1=CC=C(C(=O)NC2=CC(=C(C=C2)CN2CCN(CC2)C)C(F)(F)F)C=C1 4-methyl-N-(4-((4-methylpiperazin-1-yl)methyl)-3-(trifluoromethyl)phenyl)benzamide